tert-Butyl 3-((3-((2-ethylhexyl)oxy)-3-oxopropyl)thio)-5-(6-methylpyridin-3-yl)benzoate C(C)C(COC(CCSC=1C=C(C(=O)OC(C)(C)C)C=C(C1)C=1C=NC(=CC1)C)=O)CCCC